6-(3,5-dimethoxybenzyl)-3-ethyl-8-(morpholin-4-yl)-2,6-dihydroimidazo[1,2-c]pyrido[2,3-e]pyrimidin-5(3H)-one COC=1C=C(CN2C(N3C(C4=C2C=C(C=N4)N4CCOCC4)=NCC3CC)=O)C=C(C1)OC